N1=NNC2=NC(=CC=C21)C=2C=CC(=C(C(=O)NC1=CC=C(C=C1)CN1CCOCC1)C2)F 5-(3H-[1,2,3]triazolo[4,5-b]pyridin-5-yl)-2-fluoro-N-(4-(morpholinomethyl)phenyl)benzamide